ethyl 6,6,6-trifluoro-3,5-dioxo-hexanoate FC(C(CC(CC(=O)OCC)=O)=O)(F)F